N-[8-fluoro-2-methylimidazo[1,2-a]pyridin-6-yl]-2-methyl-7-(piperazin-1-yl)-1,3-benzoxazole-4-carboxamide hydrochloride Cl.FC=1C=2N(C=C(C1)NC(=O)C=1C=CC(=C3C1N=C(O3)C)N3CCNCC3)C=C(N2)C